C(C1=CC=CC=C1)N1CC2(CN(C2)C(=O)[C@@H]2C(C2)(C)C)[C@@H](C1)C(=O)OC(C)(C)C tert-butyl (S)-6-benzyl-2-((S)-2,2-dimethylcyclopropane-1-carbonyl)-2,6-diazaspiro[3.4]octane-8-carboxylate